FC(OC=1C=NC(=NC1)C=1C=C2C=CN(C(C2=C(C1F)F)=O)CCC[C@H](C)NC=1C=NNC(C1C(F)(F)F)=O)F (S)-6-(5-(difluoromethoxy)pyrimidin-2-yl)-7,8-difluoro-2-(4-((6-oxo-5-(trifluoromethyl)-1,6-dihydropyridazin-4-yl)amino)pentyl)isoquinolin-1(2H)-one